6-(3-methoxy-2-methylphenyl)-2-(tetrahydro-2H-pyran-4-yl)phthalazin-1(2H)-one COC=1C(=C(C=CC1)C=1C=C2C=NN(C(C2=CC1)=O)C1CCOCC1)C